ClC=1N=C(C2=C(N1)NC=C2)C=2C=NN(C2)[C@H](CC#N)C2CCCC2 (R)-3-(4-(2-Chloro-7H-pyrrolo[2,3-d]pyrimidin-4-yl)-1H-pyrazol-1-yl)-3-cyclopentylpropanenitrile